BrC1=C2NC=C(C[C@H](N)C(=O)O)C2=CC=C1 7-bromo-tryptophan